(S)-2-(8-(5-(piperidin-4-yl)pyridin-2-yl)-6,6a,7,8,9,10-hexahydro-5H-pyrazino[1',2':4,5]pyrazino[2,3-c]pyridazin-2-yl)phenol N1CCC(CC1)C=1C=CC(=NC1)N1C[C@H]2N(C=3C(=NN=C(C3)C3=C(C=CC=C3)O)NC2)CC1